(S)-N-(7-fluoro-2,8-dimethylimidazo[1,2-a]pyridin-6-yl)-4-(3-methylpiperazin-1-yl)-2,3-dihydro-1H-pyrrolo[2,3-b]pyridine-1-carboxamide 2,2,2-trifluoroacetate FC(C(=O)O)(F)F.FC1=C(C=2N(C=C1NC(=O)N1CCC=3C1=NC=CC3N3C[C@@H](NCC3)C)C=C(N2)C)C